tert-butyl 3-(1-methyl 7-methylsulfonyl-2-oxo-4H-pyrimido[4,5-d]pyrimidin-3-yl)pyrrolidine-1-carboxylate CN1C(N(CC=2C1=NC(=NC2)S(=O)(=O)C)C2CN(CC2)C(=O)OC(C)(C)C)=O